methyl 3-(benzyl (2,6-dimethylbenzyl) amino)-2-bromopropionate C(C1=CC=CC=C1)N(CC(C(=O)OC)Br)CC1=C(C=CC=C1C)C